CC1(O[C@@H]2[C@H](O1)CCC2=O)C (3aR,6aR)-2,2-dimethyltetrahydro-3aH-cyclopenta[d][1,3]dioxole-4(6aH)-one